NC1=CC=CC(=N1)S(=O)(=O)NC(=O)C=1C(=NC(=CC1)C1=CC(=CC(=C1)OCC(C)C)F)N1CC2CC(C1)C2 N-[(6-Amino-2-pyridyl)sulfonyl]-2-(3-azabicyclo[3.1.1]heptan-3-yl)-6-(3-fluoro-5-isobutoxyphenyl)pyridin-3-carboxamid